4-bromo-5-fluoro-7-(methylthio)-[1,3]dioxazolo[4,5-f]quinazolin-9(8H)-one BrC1=C2C(=C3C(NC(=NC3=C1F)SC)=O)ONO2